ClC=1C=C2C(=NC(=NC2=C(C1C1=CC(=CC2=CC=CC(=C12)F)O)F)N1CC(C1)N(C)C)N1C[C@H]2CC[C@@H](C1)N2C(=O)OC(C)(C)C tert-Butyl (1R,5S)-3-((S or R)-6-chloro-2-(3-(dimethylamino) azetidin-1-yl)-8-fluoro-7-(8-fluoro-3-hydroxynaphthalen-1-yl)quinazolin-4-yl)-3,8-diazabicyclo[3.2.1]octane-8-carboxylate